C1=CC=NC=C1 3-pyridine